palladium telluride [Pd]=[Te]